3,5-dichloro-4-fluoro-phenyl 3-[4-(2-aminothiazol-4-yl)-1H-1,2,3-triazol-1-yl]-3-deoxy-2-O-methyl-1-thio-α-D-galactopyranoside NC=1SC=C(N1)C=1N=NN(C1)[C@@H]1[C@H]([C@@H](SC2=CC(=C(C(=C2)Cl)F)Cl)O[C@@H]([C@@H]1O)CO)OC